2-methyl-4-(3,5-di-tert-butylphenyl)-5-methoxy-6-tert-butylindenyl-zirconium dichloride [Cl-].[Cl-].CC=1C(C2=CC(=C(C(=C2C1)C1=CC(=CC(=C1)C(C)(C)C)C(C)(C)C)OC)C(C)(C)C)[Zr+2]